bis(dimethoxyethoxy)methane COC(COCOCC(OC)OC)OC